COC=1C(=CC(=C(C(=O)O)C1)C)[N+](=O)[O-] 5-methoxy-2-methyl-4-nitro-benzoic acid